tetracontyl eicos-11-enoate C(CCCCCCCCCC=CCCCCCCCC)(=O)OCCCCCCCCCCCCCCCCCCCCCCCCCCCCCCCCCCCCCCCC